ethyl 2-(4-(2-(tert-butoxy)-2-ketoethyl) phenyl)-2,2-difluoroacetate C(C)(C)(C)OC(CC1=CC=C(C=C1)C(C(=O)OCC)(F)F)=O